6-(tert-butyl)-2-oxo-10-(((S)-5-oxopyrrolidin-2-yl)methoxy)-6,7-dihydro-2H-pyrido[2',1':3,4]pyrazino[1,2-b]indazole-3-carboxylic acid ethyl ester C(C)OC(=O)C=1C(C=C2N(C(CN3N=C4C(=CC=CC4=C32)OC[C@H]3NC(CC3)=O)C(C)(C)C)C1)=O